lithium 2,4,6-trimethylbenzoyl-phenyl-phosphine oxide CC1=C(C(=O)P(C2=CC=CC=C2)=O)C(=CC(=C1)C)C.[Li]